(2S)-1-[N2-(2-benzyl-2-azaspiro[4.5]dec-8-yl)-N2,N6,N6-trimethyl-D-lysyl]-4-(1,2,3,4-tetrahydroisoquinolin-5-ylacetyl)-N-(thiophen-2-ylmethyl)piperazine-2-carboxamide C(C1=CC=CC=C1)N1CC2(CC1)CCC(CC2)N([C@H](CCCCN(C)C)C(=O)N2[C@@H](CN(CC2)C(CC2=C1CCNCC1=CC=C2)=O)C(=O)NCC=2SC=CC2)C